(S)-N-methyl-2-(4-oxo-8-(pyridin-3-yl)-6-(6-(trifluoromethyl)pyridin-3-yl)pyrido[3,4-d]pyrimidin-3(4H)-yl)propionamide CNC([C@H](C)N1C=NC2=C(C1=O)C=C(N=C2C=2C=NC=CC2)C=2C=NC(=CC2)C(F)(F)F)=O